NC=1C=C(C(=NC1Cl)C1=NC(=NC(=N1)NC1CC1)NC1CC1)F 6-(5-amino-6-chloro-3-fluoropyridin-2-yl)-N2,N4-dicyclopropyl-1,3,5-triazine-2,4-diamine